5,5'-biphenol C1(=CC=CC(=C1)C=1C=CC=C(C1)O)O